BrC1=CC(=C(N)C=C1)[N+](=O)[O-] 4-bromo-2-nitroaniline